O1CC(C1)N1C(=NC(=C1)C(F)(F)F)C1=CC=C(C=C1)CN (4-(1-(oxetan-3-yl)-4-(trifluoromethyl)-1H-imidazol-2-yl)phenyl)methylamine